C1(=CC=CC2=CC=CC=C12)C(CCC)=O 1-naphthyl-1-butanone